COC1=NC=C(C2=C1N=C(S2)NC(C2=CC=C(C(=O)N(C)C)C=C2)=O)C2=CC=NC=C2 N-(4-Methoxy-7-pyridin-4-yl-thiazolo[4,5-c]pyridin-2-yl)-N',N'-dimethyl-terephthalamid